ClC=1C(=CC(=NC1)NC1CCN(CC1)CC1=C(C=CC=C1)NC1C(NC(CC1)=O)=O)C=1N=C(SC1)NCC1(CCOCC1)C#N 4-(((4-(5-chloro-2-((1-(2-((2,6-dioxopiperidin-3-yl)amino)benzyl)piperidin-4-yl)amino)pyridin-4-yl)thiazol-2-yl)amino)methyl)tetrahydro-2H-pyran-4-carbonitrile